NC=1NC(C=2N(C=NC2N1)CC1=CC=C(C=C1)B(O)O)=O (4-((2-amino-6-oxo-1,6-dihydro-7H-purin-7-yl)methyl)phenyl)boronic acid